methyl 2-[[4-[3-[(4-cyano-2-fluoro-phenyl)methoxy]pyrazol-1-yl]-2,5-difluoro-phenyl]methyl]-3-[[(2S)-oxetan-2-yl]methyl]benzimidazole-5-carboxylate C(#N)C1=CC(=C(C=C1)COC1=NN(C=C1)C1=CC(=C(C=C1F)CC=1N(C2=C(N1)C=CC(=C2)C(=O)OC)C[C@H]2OCC2)F)F